4-ethyl-5-(2-(3-fluoro-3-methylazetidin-1-yl)ethyl)pyrimidin-2-ol C(C)C1=NC(=NC=C1CCN1CC(C1)(C)F)O